tert-butyl (S)-((1-(3-(2-fluorophenoxy)-6-nitro-2-(trifluoromethyl)phenyl)piperidin-3-yl)methyl)carbamate FC1=C(OC=2C(=C(C(=CC2)[N+](=O)[O-])N2C[C@@H](CCC2)CNC(OC(C)(C)C)=O)C(F)(F)F)C=CC=C1